(S)-6-((3-methylpiperidin-1-yl)methyl)pyrido[3,4-d]pyrimidin-4(3H)-one C[C@@H]1CN(CCC1)CC1=CC2=C(N=CNC2=O)C=N1